COC1=CC=C(C2=CC=CC=C12)C1=NC(=NC(=N1)C(Cl)(Cl)Cl)C(Cl)(Cl)Cl 2-(4-methoxynaphthyl)-4,6-bis(trichloromethyl)-s-triazine